ON1C(C=C(C=C1CC1=CC=C(C=C1)Br)C)=O 1-hydroxy-4-methyl-6-(4-bromobenzyl)-2-pyridone